ethyl 5-(1-methyl-1H-imidazol-5-yl)-1,3-oxazole-4-carboxylate CN1C=NC=C1C1=C(N=CO1)C(=O)OCC